1-cyclopropyl-N-(6-((6,7-dimethoxyquinolin-4-yl)oxy)pyridin-3-yl)-5-(4-fluorophenyl)-4-oxo-1,4-dihydropyridazine-3-carboxamide C1(CC1)N1N=C(C(C(=C1)C1=CC=C(C=C1)F)=O)C(=O)NC=1C=NC(=CC1)OC1=CC=NC2=CC(=C(C=C12)OC)OC